BrC1=CC(=C(C(=C1O)F)Cl)C(C(F)(F)F)(C)C 6-bromo-3-chloro-2-fluoro-4-(2,2,2-trifluoro-1,1-dimethyl-ethyl)phenol